6-[4-[[4-(3-Hydroxyphenyl)-2,6-dimethoxyphenyl]methyl]piperazin-1-yl]-N-[4-(2-phenylsulfanylethylamino)-3-(trifluoromethyl)phenyl]sulfonylpyridazine-3-carboxamide OC=1C=C(C=CC1)C1=CC(=C(C(=C1)OC)CN1CCN(CC1)C1=CC=C(N=N1)C(=O)NS(=O)(=O)C1=CC(=C(C=C1)NCCSC1=CC=CC=C1)C(F)(F)F)OC